N-((S)-1-(4-(cyclopropanesulfonamido)pyridin-2-yl)-3-((S)-3-fluoropyrrolidin-1-yl)propyl)-5-(6-ethoxypyrazin-2-yl)thiazole-2-carboxamide C1(CC1)S(=O)(=O)NC1=CC(=NC=C1)[C@H](CCN1C[C@H](CC1)F)NC(=O)C=1SC(=CN1)C1=NC(=CN=C1)OCC